BrC=1C=NC(=NC1)[C@@H]1[C@H](CC1)C=1NC(C2=C(N1)N(N=C2C#N)[C@H](C)C=2C=NC(=CC2)C(F)(F)F)=O 6-((1S,2S)-2-(5-bromopyrimidin-2-yl)cyclobutyl)-4-oxo-1-((R)-1-(6-(trifluoromethyl)pyridin-3-yl)ethyl)-4,5-dihydro-1H-pyrazolo[3,4-d]pyrimidine-3-carbonitrile